O1C(C1)O[C@H](CO)C (2S)-2-(Oxiran-2-yloxy)propan-1-ol